α-(mercaptomethyl)benzenemethanol SCC(O)C1=CC=CC=C1